5-(5-bromo-3-(ethylsulfonyl)pyridin-2-yl)-2-(trifluoromethyl)pyrazole BrC=1C=C(C(=NC1)C=1C=CN(N1)C(F)(F)F)S(=O)(=O)CC